CC(CCN1CCC2(CCN(CC2)S(=O)(=O)C=2C=CC(=NC2)N2C(COCC2)=O)CC1)(C)C (5-((9-(3,3-Dimethylbutyl)-3,9-diazaspiro[5.5]undecan-3-yl)sulfonyl)pyridin-2-yl)morpholin-3-one